N-(4-(benzylthio)-2-methylphenyl)-4-(piperidin-1-yl)-5-(trifluoromethyl)pyrimidin-2-amine C(C1=CC=CC=C1)SC1=CC(=C(C=C1)NC1=NC=C(C(=N1)N1CCCCC1)C(F)(F)F)C